C(C)(=O)C1=C(C2=C(N=C(N=C2)NC2=NC=C(C=C2)N2CCN(CC2)CC=2C=NC(=CC2)CCl)N(C1=O)C1CCCC1)C 6-acetyl-2-[[5-[4-[[6-(chloromethyl)-3-pyridyl]methyl]piperazin-1-yl]-2-pyridyl]amino]-8-cyclopentyl-5-methyl-pyrido[2,3-d]pyrimidin-7-one